OCC1=C2C(=NC(=C1)C(=O)O)SC(=C2)C 4-(hydroxymethyl)-2-methyl-thieno[2,3-b]pyridine-6-carboxylic acid